(R)-3-amino-1-(2-((6-amino-9H-purin-9-yl)methyl)-4-chloro-3-ethylphenyl)-N-cyclopropylpyrrolidine-3-carboxamide N[C@]1(CN(CC1)C1=C(C(=C(C=C1)Cl)CC)CN1C2=NC=NC(=C2N=C1)N)C(=O)NC1CC1